C(CCCC=1C(=CC2=C(C=C(S2)C(C(=O)O)(CC=O)C)C1)OC)C=1C(=CC2=C(C=C(S2)C(C(=O)O)(CC=O)C)C1)OC butane-1,4-diylbis(6-methoxy-1-benzothiophene-5,2-diyl)bis(2-methyl-4-oxobutanoic acid)